CC1(C(OB(O1)C=1C=CC2=C(CCCNC2=O)C1)(C)C)C 7-(tetramethyl-1,3,2-dioxaborolan-2-yl)-2,3,4,5-tetrahydro-1H-2-benzazepin-1-one